C(C)(C)(C)C1=CC=C(N(C)C)C=C1 p-t-butyl-N,N-dimethylaniline